3-acetyl-4-methyl-7-{[4-(pyridin-3-yl)pyrimidin-2-yl]amino}-2H-benzopyran-2-one C(C)(=O)C=1C(OC2=C(C1C)C=CC(=C2)NC2=NC=CC(=N2)C=2C=NC=CC2)=O